BrC1=CC=C(C=C1)C=1N=C2N(C=CC=C2)C1CN1CC2C(C1)CN(C2)C(=O)C2=NC(=CC=C2)OC [5-{[2-(4-Bromophenyl)imidazo[1,2-a]pyridin-3-yl]methyl}hexahydropyrrolo[3,4-c]pyrrol-2(1H)-yl](6-methoxypyridin-2-yl)methanone